N-phenyl-2-(dit-butylphosphino)indol C1(=CC=CC=C1)N1C(=CC2=CC=CC=C12)P(C(C)(C)C)C(C)(C)C